(3as,5s,6ar)-5-(2,4-difluorophenoxy)-2-((R)-2-hydroxy-2-(1H-indazol-5-yl)ethyl)hexahydrocyclopenta[c]pyrrol FC1=C(OC2C[C@H]3[C@H](CN(C3)C[C@@H](C=3C=C4C=NNC4=CC3)O)C2)C=CC(=C1)F